N[C@@H](C(C)C)CO (S)-(+)-valinol